(S)-benzyl (5-amino-5-(5-(naphthalen-2-yl)-1H-imidazol-2-yl)pentyl)carbamate N[C@@H](CCCCNC(OCC1=CC=CC=C1)=O)C=1NC(=CN1)C1=CC2=CC=CC=C2C=C1